5-(5-fluoropyridin-2-yl)-3-(6-methyl-4-((tetrahydro-2H-pyran-4-yl)methyl)pyridin-2-yl)-1,2,4-oxadiazole FC=1C=CC(=NC1)C1=NC(=NO1)C1=NC(=CC(=C1)CC1CCOCC1)C